6-(2-(2,6-dioxopiperidin-3-yl)-1,3-dioxoisoindolin-4-yl)hex-5-yn-1-yl 4-methylbenzenesulfonate CC1=CC=C(C=C1)S(=O)(=O)OCCCCC#CC1=C2C(N(C(C2=CC=C1)=O)C1C(NC(CC1)=O)=O)=O